5-methyl-N-(1-methyl-1H-tetrazol-5-yl)-2-((1-methyl-1H-tetrazol-5-yl)methoxy)-6-(trifluoromethyl)nicotinamide CC=1C(=NC(=C(C(=O)NC2=NN=NN2C)C1)OCC1=NN=NN1C)C(F)(F)F